C(C)OC(=O)C=1N=C2N(C=3N=C(C=C(C3C=C2)Cl)C(C(F)(F)F)(F)F)C1.ClC=1C=C(C=CC1Cl)S(=O)(=O)NC=1C(=C(C(=CC1)F)C=1C=C2C=NC(=NC2=CC1)NC(C(C)(C)C)=O)F N-(6-(3-((3,4-dichlorophenyl)sulfonamido)-2,6-difluorophenyl)quinazolin-2-yl)pivaloamide ethyl-4-chloro-2-(1,1,2,2,2-pentafluoroethyl)imidazo[1,2-a]1,8-naphthyridine-8-carboxylate